C(C1=CC=C(C=C1)OC)(=O)C1=C(C=CC(=C1)OC)C(=O)C(=O)C1=CC=C(OC)C=C1 anisoyl-(p-Anisil)